[N+](=O)([O-])C=1C(=CC2=C(CCO2)C1)[2H] 5-Nitro-2,3-dihydrobenzofuran-6-d